FC1=CC=C(C=C1)C(N1C[C@@H](N(C[C@H]1C)C1=NC=2N(C3=C1N=C(S3)C=3C=NN(C3)C(C)OCC)C=NN2)C)C2=CC=C(C=C2)F 4-((2S,5R)-4-(bis(4-fluorophenyl)methyl)-2,5-dimethylpiperazin-1-yl)-2-(1-(1-ethoxyethyl)-1H-pyrazol-4-yl)thiazolo[4,5-e][1,2,4]triazolo[4,3-a]pyrimidine